beta-methoxy-N,N-dimethylpropionamide COCCC(=O)N(C)C